4-[[3-[3-[(4-Oxopyridin-1-yl)methyl]phenyl]-1H-pyrazol-4-yl]oxy]benzonitril O=C1C=CN(C=C1)CC=1C=C(C=CC1)C1=NNC=C1OC1=CC=C(C#N)C=C1